COC1=CC=C(C=C1)[C@@H](C(=O)NC1=CC=C(C=C1)OC)NC(=O)[C@H]1N(CC1)C(=O)OCC1=CC=CC=C1 benzyl (S)-2-(((S)-1-(4-methoxyphenyl)-2-((4-methoxyphenyl)amino)-2-oxoethyl)carbamoyl)azetidine-1-carboxylate